COC=1C=C(C=C(C1OC)OC)N1C=NC(=C1)NC1=NN2C(C(=N1)N1[C@@H](CCC1)C(=O)N)=CC=C2 (S)-1-(2-((1-(3,4,5-trimethoxyphenyl)-1H-imidazol-4-yl)amino)pyrrolo[2,1-f][1,2,4]triazin-4-yl)pyrrolidine-2-carboxamide